N-(3-(dimethylamino)-1-(pyridin-3-yl)propyl)-7-methyl-1H-indole CN(CCC(C=1C=NC=CC1)N1C=CC2=CC=CC(=C12)C)C